NC=1C(=NC2=C(C(=C(C=C2C1NC1C2CN(C1C2)C(=O)OC(C)(C)C)I)Br)F)N2CC(C2)N(C)C tert-butyl (endo)-5-((3-amino-7-bromo-2-(3-(dimethylamino)-azetidin-1-yl)-8-fluoro-6-iodoquinolin-4-yl)amino)-2-azabicyclo[2.1.1]hexane-2-carboxylate